FC=1C=C(CC=2C=C3C(=NNC3=CC2)NC(C2=C(C=C(C=C2)S(=O)(=O)N2CCN(CC2)C)NC2CCOCC2)=O)C=C(C1)F N-(5-(3,5-difluorobenzyl)-1H-indazol-3-yl)-4-((4-methylpiperazin-1-yl)sulfonyl)-2-((tetrahydro-2H-pyran-4-yl)amino)benzamide